C(=O)(O)C1=CC=C(C=C1)C=1C=CC=2N(C3=CC=C(C=C3C2C1)C1=CC=C(C=C1)C(=O)O)C1=C(C(=O)O)C(=C(C(=C1N1C2=CC=C(C=C2C=2C=C(C=CC12)C1=CC=C(C=C1)C(=O)O)C1=CC=C(C=C1)C(=O)O)C(=O)O)N1C2=CC=C(C=C2C=2C=C(C=CC12)C1=CC=C(C=C1)C(=O)O)C1=CC=C(C=C1)C(=O)O)N1C2=CC=C(C=C2C=2C=C(C=CC12)C1=CC=C(C=C1)C(=O)O)C1=CC=C(C=C1)C(=O)O 2,3,5,6-tetra(3,6-bis(4-carboxyphenyl)-9H-carbazole-9-yl)terephthalic acid